C1(CCCCC1)NC(C(C=1C=NC=CC1)N(C(=O)[C@@H]1NC[C@@H](C1)O)C1=CC(=C(C=C1)C1CC1)F)=O (2R,4R)-N-[2-(cyclohexylamino)-2-oxo-1-(3-pyridyl)ethyl]-N-(4-cyclopropyl-3-fluoro-phenyl)-4-hydroxy-pyrrolidine-2-carboxamide